CN(CC(C)(C)C)CC1CNCC1 N,2,2-trimethyl-N-(pyrrolidin-3-ylmethyl)propan-1-amine